1-(4-nitrophenyl)-1H-pyrazol [N+](=O)([O-])C1=CC=C(C=C1)N1N=CC=C1